S1C2=C(C=C1)C=C(C=C2)CCNC2=CC(=NC=N2)C2=CC(=CS2)OCC 5-[6-(2-Benzo[b]thiophen-5-yl-ethylamino)-pyrimidin-4-yl]-3-ethoxy-thiophene